[Na+].[Na+].N(C1=CC=CC=C1)C1=NC(=NC(=N1)N1CCOCC1)NC=1C=C(C(=CC1)C=CC=1C(=CC(=CC1)NC1=NC(=NC(=N1)NC1=CC=CC=C1)N1CCOCC1)S(=O)(=O)[O-])S(=O)(=O)[O-] 4,4'-bis{[4-anilino-6-morpholino-s-triazin-2-yl]-amino}-2,2'-stilbenedisulfonate disodium